CC1C(CCC2=CC=C(C=C12)OC1=C(C=CC=C1)C1=C(C=C(C=C1)F)F)(C(=O)OCC1CN(CCC1)C1=CC=NC2=CC(=CC=C12)Cl)NC(=O)OC(C)(C)C [1-(7-Chloroquinolin-4-yl)piperidin-3-yl]methanol methyl-2-((tert-butoxycarbonyl)amino)-7-((2',4'-difluoro-[1,1'-biphenyl]-2-yl)oxy)-1,2,3,4-tetrahydronaphthalene-2-carboxylate